NC=1C(=C(C(=O)C=2C=C3C(N(C=NC3=CC2)[C@H]2COC3(C2)CCN(CC3)C(=O)OC(C)(C)C)=O)C(=CC1)F)F tert-butyl (3R)-3-[6-(3-amino-2,6-difluoro-benzoyl)-4-oxo-quinazolin-3-yl]-1-oxa-8-azaspiro[4.5]decane-8-carboxylate